6-(3,5-dimethyl-isoxazol-4-yl)-7-methoxy-3-methyl-1-(pyridin-2-ylmethyl)quinolin-2(1H)-one CC1=NOC(=C1C=1C=C2C=C(C(N(C2=CC1OC)CC1=NC=CC=C1)=O)C)C